C(N)(OCC(=C(F)C(C)(C)C)CN1C=C2C(N(CCC2=C1Br)C1CC1)=O)=O (tert-butyl 2-((1-bromo-5-cyclopropyl-4-oxo-4,5,6,7-tetrahydro-2H-pyrrolo[3,4-c]pyridin-2-yl) methyl)-3-fluoroallyl) carbamate